C(C=CC1=CC=CC=C1)(=O)O.C(C=CC1=CC=CC=C1)(=O)O.C1=CC=CC=2C3=CC=CC=C3CC12 fluorene di-cinnamate